F[C@]1(CN(CC[C@H]1O)C1=NC=CC(=N1)NC=1N=CC2=C(N=CC(=C2C1)C(C)C)N1CC[C@@]12CN(CC2)C)C (3S,4R)-3-fluoro-1-(4-((5-isopropyl-8-((S)-6-methyl-1,6-diazaspiro[3.4]octan-1-yl)-2,7-naphthyridin-3-yl)amino)pyrimidin-2-yl)-3-methylpiperidin-4-ol